N-(3-(N-methyl-N-phenylsulfamoyl)phenyl)-6-oxo-1,6-dihydropyridine-3-carboxamide CN(S(=O)(=O)C=1C=C(C=CC1)NC(=O)C1=CNC(C=C1)=O)C1=CC=CC=C1